FC(COC=1C=C2C(N(C(N(C2=CC1)C1CCN(CC1)C=O)=O)CC1=CC=C(C(=O)O)C=C1)=O)F 4-{[6-(2,2-difluoroethoxy)-1-(1-formylpiperidin-4-yl)-2,4-dioxo-1,4-dihydroquinazolin-3(2H)-yl]methyl}benzoic acid